C1(=CC=CC=C1)C1C(C1)C(=O)N 2-phenyl-cyclopropanecarboxamide